(R)-2-((1-(2-cyano-3-(dimethylamino)-7-methylquinoxalin-5-yl)ethyl)amino)benzoic acid C(#N)C1=NC2=CC(=CC(=C2N=C1N(C)C)[C@@H](C)NC1=C(C(=O)O)C=CC=C1)C